C(C)C1=C(C=CC(=C1)N1C2CN(C(C1)C2)C)NC2=NC=C(C(=N2)NCCCN2C(CCC2)=O)C(F)(F)F 1-(3-((2-((2-ethyl-4-(5-methyl-2,5-diazabicyclo[2.2.1]heptan-2-yl)phenyl)amino)-5-(trifluoromethyl)pyrimidin-4-yl)amino)propyl)pyrrolidin-2-one